C[C@@H]1OCC1 (2S)-2-methyloxetane